3-(α,α-dimethylbenzyl)-5-methylsalicylic acid CC(C1=CC=CC=C1)(C)C1=C(C(C(=O)O)=CC(=C1)C)O